NCCCC[C@@H](C(COC1=C(C=CC=C1F)F)=O)NC(C1=CC(=CC=C1)OCCF)=O (S)-N-(7-amino-1-(2,6-difluorophenoxy)-2-oxohept-3-yl)-3-(2-fluoroethoxy)benzamide